tert-Butyl (3-cyano-7-fluoro-4-(5-fluoro-3-(4-(2-hydroxyethyl)octahydro-1H-pyrrolo[3,2-b]pyridin-1-yl)-7,9-dihydrofuro[3,4-f]quinazolin-6-yl)thieno[3,2-c]pyridin-2-yl)carbamate C(#N)C1=C(SC2=C1C(=NC=C2F)C=2C1=C(C=3C=NC(=NC3C2F)N2CCC3N(CCCC32)CCO)COC1)NC(OC(C)(C)C)=O